(3R,4S)-1-[4-({8-[(2R,3S)-3-(methanesulfonylmeth-yl)-2-methylazetidin-1-yl]-5-(propan-2-yl)isoquinolin-3-yl}amino)pyrimidin-2-yl]-4-methoxypiperidin-3-ol CS(=O)(=O)C[C@@H]1[C@H](N(C1)C=1C=CC(=C2C=C(N=CC12)NC1=NC(=NC=C1)N1C[C@H]([C@H](CC1)OC)O)C(C)C)C